3-(4-chloro-3-(trifluoromethyl)phenyl)urea ClC1=C(C=C(C=C1)NC(N)=O)C(F)(F)F